FC1=CC=C(C=C1)C1=CC2=C(N=CN=C2NC(C)C2=NC(=NO2)C(F)(F)F)N=C1 6-(4-fluorophenyl)-N-[1-[3-(trifluoromethyl)-1,2,4-oxadiazol-5-yl]ethyl]pyrido[2,3-d]pyrimidin-4-amine